OC(C)(C)C1=C(C=CC(=C1)OCC=1SC=CN1)NC1=NC=NC2=CC(=C(C=C12)OC1CN(C1)C(C=C)=O)OC 1-(3-((4-((2-(2-hydroxypropan-2-yl)-4-(thiazol-2-ylmethoxy)phenyl)amino)-7-methoxyquinazolin-6-yl)oxy)azetidin-1-yl)prop-2-en-1-one